Cl.FC(C1(CNC1)NC(OC(C)(C)C)=O)F tert-butyl (3-(difluoromethyl)azetidin-3-yl)carbamate hydrochloride